C1(=CC=CC=C1)[C@@H]1N(CCC2=CC=CC=C12)C(=O)O[C@H]1CN2CCC1CC2 (3R)-quinuclidin-3-yl (1S)-1-phenyl-1,2,3,4-tetrahydroisoquinoline-2-carboxylate